4-(6-(1-(3-Morpholinopropyl)-1H-imidazol-4-yl)pyrazolo[1,5-a]pyridin-3-yl)piperazine-1-carboxylic acid tert-butyl ester C(C)(C)(C)OC(=O)N1CCN(CC1)C=1C=NN2C1C=CC(=C2)C=2N=CN(C2)CCCN2CCOCC2